FC1=C(C=CC(=C1)F)C1=CC(=NN1CC1=CC=C(C=C1)C1=NOC(=N1)C(F)(F)F)C(F)(F)F 3-[4-[[5-(2,4-difluorophenyl)-3-(trifluoromethyl)pyrazol-1-yl]methyl]phenyl]-5-(trifluoromethyl)-1,2,4-oxadiazole